C1(CC1)[C@@H](NC(=O)[C@@H]1N([C@@H]2C[C@@H]2C1)C(C1=CC(=CC=C1)S(=O)(=O)CC)=O)C1=C(C=C(C(=C1)F)C(F)F)F (1R,3R,5R)-N-((R)-cyclopropyl-(4-(difluoromethyl)-2,5-difluorophenyl)methyl)-2-(3-(ethylsulfonyl)benzoyl)-2-azabicyclo[3.1.0]hexane-3-carboxamide